P(=O)(OCC)(OCC)C#N diethyl Cyanophosphate